5-chloro-6-cyclopropyl-N-(2-methanesulfonylpyridin-3-yl)pyridine-3-carboxamide ClC=1C=C(C=NC1C1CC1)C(=O)NC=1C(=NC=CC1)S(=O)(=O)C